C[C@H]1C[C@@H](NCC1)CC (2S,4R)-4-methyl-2-ethyl-piperidine